2-(2'-(4,5-Dimethyl-1H-imidazol-2-yl)-3,4'-bipyridine-5-carbonyl)-6-methyl-2,6-diazaspiro[3.4]octan-5-one trifluoroacetate salt FC(C(=O)O)(F)F.CC=1N=C(NC1C)C1=NC=CC(=C1)C=1C=NC=C(C1)C(=O)N1CC2(C1)C(N(CC2)C)=O